FC1=CC=C(C=C1)N1N=CC2=CC(=CC=C12)N1[C@@H]([C@H]([C@@H](C1=O)CC=1C=NN(C1)C)NC(=O)C1CC1)C1=CC=CC=C1 N-((2R,3S,4S)-1-(1-(4-fluorophenyl)-1H-indazol-5-yl)-4-((1-methyl-1H-pyrazol-4-yl)methyl)-5-oxo-2-phenylpyrrolidin-3-yl)cyclopropanecarboxamide